allyl 4-methylsulfonyloxypiperidine-1-carboxylate CS(=O)(=O)OC1CCN(CC1)C(=O)OCC=C